CC1=CC=C(C=C1)C=1NC(C2=C(N1)C(=NN2C)CCC)=O 5-(4-methylphenyl)-1-methyl-3-propyl-1,6-dihydro-7H-pyrazolo[4,3-d]pyrimidin-7-one